2-((2-oxo-2-(4-oxo-2,3,4,5-tetrahydro-1H-benzo[b][1,4]diazepin-1-yl)ethyl)amino)-4,6-bis(trifluoromethyl)nicotinonitrile O=C(CNC1=C(C#N)C(=CC(=N1)C(F)(F)F)C(F)(F)F)N1C2=C(NC(CC1)=O)C=CC=C2